(3S)-3-(benzylamino)tetrahydrofuran-2-one C(C1=CC=CC=C1)N[C@@H]1C(OCC1)=O